2-methyl-5-(prop-1-en-2-yl)cyclohexen-1-one CC=1C(CC(CC1)C(=C)C)=O